tert-butyl (2'S,4S)-2-ethyl-2'-methyl-spiro[6,7-dihydrothieno[3,2-c]pyran-4,4'-piperidine]-1'-carboxylate C(C)C1=CC2=C(CCO[C@@]23C[C@@H](N(CC3)C(=O)OC(C)(C)C)C)S1